1-hydroxy-4-methyl-6-cyclohexyl-2-pyridinone ethanolamine salt C(O)CN.ON1C(C=C(C=C1C1CCCCC1)C)=O